COC=1C=C(C(=O)OC(C)(C)C)C=CC1NCC#C tert-butyl 3-methoxy-4-(prop-2-yn-1-ylamino)benzoate